ClC1=CC(=C(C=C1)C1(OC2=C(O1)C=CC=C2C2CCN(CC2)CC=2N(C(=CN2)/C=C/C(=O)O)CCS(=O)(=O)C)C)F (E)-3-(2-((4-(2-(4-chloro-2-fluorophenyl)-2-methylbenzo[d][1,3]dioxol-4-yl)piperidin-1-yl)methyl)-1-(2-(methylsulfonyl)ethyl)-1H-imidazol-5-yl)acrylic acid